CC1N(C(C2=CC=C(C=C12)C(=O)O)=O)CC1=CC2=C(N(C(O2)=O)COCC[Si](C)(C)C)C=C1 3-methyl-1-oxo-2-((2-oxo-3-((2-(trimethylsilyl)ethoxy)methyl)-2,3-dihydrobenzo[d]oxazol-6-yl)methyl)isoindoline-5-carboxylic acid